5-iodo-3-(phenylamino)-4H-benzo[e][1,2,4]thiadiazine 1,1-dioxide IC1=CC=CC2=C1NC(=NS2(=O)=O)NC2=CC=CC=C2